ClC1=CC=C(C(=N1)N1CCC(CC1)C#N)N[C@H](C)C=1C=C(C=C2C(C(=C(OC12)C=1C=NC=CC1)C)=O)C 1-[6-Chloro-3-[[(1R)-1-[3,6-dimethyl-4-oxo-2-(3-pyridyl)chromen-8-yl]ethyl]amino]-2-pyridyl]piperidine-4-carbonitrile